N-(7-chloro-3-(2,6-dichloro-3,5-dimethoxyphenyl)-2,6-naphthyridin-1-yl)cyclopropyl-carboxamide ClC1=NC=C2C=C(N=C(C2=C1)NC(=O)C1CC1)C1=C(C(=CC(=C1Cl)OC)OC)Cl